FC(C(=O)O)(F)F.O=S1(C(NCC1)[C@@H]1[C@H](NC1)C)=O (2R,3S)-3-(1,1-dioxidothiazolidin-2-yl)-2-methylazetidine trifluoroacetate